OCC1([C@@H](O)[C@H](O)[C@H](O1)CO)OC[C@@H]1[C@H]([C@@H]([C@@](CO)(O1)OC[C@@]1(O)[C@@H](O)[C@@H](O)[C@H](O)CO1)O)O D-fructofuranosyl-(2→6)-β-D-fructofuranosyl-(2→1)-α-D-tagatopyranose